ClC=1C=C(C=CC1F)C=1N=C(SC1CC1CC1)N 4-(3-chloro-4-fluorophenyl)-5-(cyclopropylmethyl)thiazol-2-amine